tert-butyl (4-((tert-butyldiphenylsilyl)oxy)-2-oxobutyl)carbamate [Si](C1=CC=CC=C1)(C1=CC=CC=C1)(C(C)(C)C)OCCC(CNC(OC(C)(C)C)=O)=O